C(C)(=O)[C@@H]1C([C@@H](C1)NC(OC(C)(C)C)=O)(C)C tert-butyl [(1R,3S)-3-acetyl-2,2-dimethylcyclobutyl]carbamate